C1(CC1)N1C=C(C(C(=C1)C1=CC=C(C=C1)F)=O)C(=O)OCC ethyl 1-cyclopropyl-4-oxo-5-para-fluorophenyl-1,4-dihydropyridin-3-carboxylate